NCOCOCCN 1,8-diaza-3,5-dioxaoctane